(S,E)-3-((1-methylpyrrolidin-2-yl)methylene)pyrrolidin-2-one CN1[C@@H](CCC1)\C=C/1\C(NCC1)=O